tert-butyl 4-(4-(2-methoxy-2-oxoethyl)thiazol-2-yl)piperidine-1-carboxylate COC(CC=1N=C(SC1)C1CCN(CC1)C(=O)OC(C)(C)C)=O